4-[4-[2-[1-(6,7-dihydro-5H-pyrrolo[1,2-c]imidazol-1-yl)-2-ethoxy-2-oxo-ethyl]-7-fluoro-3-oxo-isoindol-5-yl]pyrazol-1-yl]piperidine-1-carboxylic acid tert-butyl ester C(C)(C)(C)OC(=O)N1CCC(CC1)N1N=CC(=C1)C=1C=C2C(N(CC2=C(C1)F)C(C(=O)OCC)C1=C2N(C=N1)CCC2)=O